tert-butyldimethylsilylpropyl-lithium [Si](C)(C)(C(C)(C)C)CCC[Li]